C(C)OC(C(C(=O)OCC)(CC1=CC=C(C=C1)[N+](=O)[O-])OC[C@H]1O[C@H]([C@@H]([C@]1(C#C)OC(C)=O)OC(C)=O)N1C2=NC(=NC(=C2N=C1)NC(=O)OC(C)(C)C)Cl)=O 2-(((2r,3r,4r,5r)-3,4-diacetoxy-5-(6-((tert-butoxycarbonyl)-amino)-2-chloro-9H-purin-9-yl)-3-ethynyltetrahydrofuran-2-yl)methoxy)-2-(4-nitrophenylmethyl)-malonic acid diethyl ester